4-(vinyloxybutyl) terephthalate C(C1=CC=C(C(=O)OCCCCOC=C)C=C1)(=O)[O-]